(1S,2S,4R,5R,6R,7S)-N-(5,6-dichloropyridin-3-yl)-7-(pyrimidin-5-yl)-8-oxatricyclo[3.2.1.02,4]octane-6-carboxamide ClC=1C=C(C=NC1Cl)NC(=O)[C@H]1[C@H]2[C@@H]3C[C@@H]3[C@@H]([C@@H]1C=1C=NC=NC1)O2